Cl.N1C(CCCC1=O)=O piperidine-2,6-dione HCl salt